CC1=CC(=C(C=C1SC2=CC(=C(C=C2C)O)C(C)(C)C)C(C)(C)C)O 4,4-thiobis(6-tert-butyl-m-cresol)